2-[3-acetyl-6-(6-bromobenzimidazol-1-yl)-2-pyridinyl]-5-methyl-pyrazole-3-carbonitrile C(C)(=O)C=1C(=NC(=CC1)N1C=NC2=C1C=C(C=C2)Br)N2N=C(C=C2C#N)C